1-(3,3,8,8-tetrafluoro-4-hydroxy-1-azaspiro[4.5]decan-1-yl)butane-1,2-dione FC1(CN(C2(C1O)CCC(CC2)(F)F)C(C(CC)=O)=O)F